COC(=O)[C@@H]1C[C@H](CCC1)OC=1C(=NC(=NC1)C=1SC(=CC1CNC1=NOC(=N1)CC1CCC1)Cl)C#N (1S,3S)-3-((2-(5-chloro-3-(((5-(cyclobutylmethyl)-1,2,4-oxadiazol-3-yl)amino)methyl)Thiophen-2-yl)-4-cyanopyrimidin-5-yl)oxy)cyclohexanecarboxylic acid methyl ester